1-(5-(4-AMINO-7-(2-METHOXYETHYL)-7H-PYRROLO[2,3-D]PYRIMIDIN-5-YL)-4-FLUOROINDOLIN-1-YL)-2-(2-FLUORO-5-(TRIFLUOROMETHYL)PHENYL)ETHAN-1-ONE NC=1C2=C(N=CN1)N(C=C2C=2C(=C1CCN(C1=CC2)C(CC2=C(C=CC(=C2)C(F)(F)F)F)=O)F)CCOC